CC1=NN=C2N1C=CC(=C2)C2=CC=C(C=C2)S(=O)(=N)[C@@H]2CC[C@H](CC2)NC2=CC=C(C=C2)S(F)(F)(F)(F)F (4-{3-methyl-[1,2,4]triazolo[4,3-a]pyridin-7-yl}phenyl)[trans-4-{[4-(pentafluoro-λ6-sulfanyl)phenyl]Amino}cyclohexyl](imino)-λ6-sulfanone